(R)-(1-((3-Methoxypyrrolidin-1-yl)methyl)cyclopropyl)methanol CO[C@H]1CN(CC1)CC1(CC1)CO